4-(3,3-Dimethylbutanoylamino)-N-(1,1-dimethylprop-2-ynyl)pyridin CC(CC(=O)NC1=CCN(C=C1)C(C#C)(C)C)(C)C